FC1=C(C(=C(C(=C1F)F)F)F)OC([C@@H](N)CC(C)C)=O L-leucine-O-(2,3,4,5,6-pentafluorophenyl) ester